CC([Si](=[Ti](NC1CCCCCCCCCCC1)C1(C(=C(C=C1)C)C)C)C)C dimethyl-dimethylsilylene(trimethylcyclopentadienyl)(cyclododecylamino)titanium